BrC=1C=C(C(=NC1)NC(=S)NC(OCC)=O)C(N[C@@H](C)CC)=O Ethyl [(5-bromo-3-{[(2S)-butan-2-yl]carbamoyl}pyridin-2-yl)carbamothioyl]carbamate